COC1=NC=CC2=C(C=CC=C12)N1N=CC(=C1C(F)(F)F)C(=O)\N=N\C1=CC(=NC=C1)C(F)(F)F (E)-(1-(1-methoxyisoquinolin-5-yl)-5-(trifluoromethyl)-1H-pyrazol-4-yl)((2-(trifluoromethyl)pyridin-4-yl)diazenyl)methanone